(3-ACETYL-2-METHYL-INDOL-1-YL)-ACETIC ACID C(C)(=O)C1=C(N(C2=CC=CC=C12)CC(=O)O)C